N-(6-cyano-3-pyridyl)-3-[4-[(2-methoxyacetyl)amino]phenyl]-N-methyl-pyrazolo[1,5-a]pyridine-5-carboxamide C(#N)C1=CC=C(C=N1)N(C(=O)C1=CC=2N(C=C1)N=CC2C2=CC=C(C=C2)NC(COC)=O)C